(3-fluoro-4-(furan-2-yl)phenyl)methanamine FC=1C=C(C=CC1C=1OC=CC1)CN